(5-(2,4-difluorophenyl)-1,3,4-oxadiazol-2-yl)methanone FC1=C(C=CC(=C1)F)C1=NN=C(O1)C=O